Cl.C(C)N(CC)CC triethylamine, hydrochloride